N-(2-bromo-6-chloropyridin-3-yl)-6-ethoxypyridinecarboxamide BrC1=NC(=CC=C1NC(=O)C1=NC(=CC=C1)OCC)Cl